(2S,4R)-1-((S)-3,3-dimethyl-2-(1-oxo-4-(piperidine-4-oxy)isoindoline-2-yl)butyryl)-N-((S)-1-(2-fluoro-[1,1-biphenyl]-4-yl)ethyl)-4-hydroxypyrrolidine-2-carboxamide CC([C@@H](C(=O)N1[C@@H](C[C@H](C1)O)C(=O)N[C@@H](C)C1=CC(=C(C=C1)C1=CC=CC=C1)F)N1C(C2=CC=CC(=C2C1)OC1CCNCC1)=O)(C)C